OC1(C=CCC1)C=1NC(C=2SC=C3OCCCC1C32)=O 7-(1-hydroxycyclopent-2-en-1-yl)-12-oxa-3-thia-6-azatricyclo[6.4.1.04,13]trideca-1,4(13),7-trien-5-one